(2S,3S)-2-[(3S)-4-(tert-butoxycarbonyl)-3-methyl-2-oxopiperazin-1-yl]-3-methylpentanoic acid C(C)(C)(C)OC(=O)N1[C@H](C(N(CC1)[C@H](C(=O)O)[C@H](CC)C)=O)C